COC(COC=1C=C(C=C(C1)N1CCN(CC1)S(=O)(=O)C)C1=CC=CC=C1)OC 3'-(2,2-Dimethoxyethoxy)-5'-(4-(methylsulfonyl)piperazin-1-yl)-[1,1'-biphenyl]